N-(2-cyano-3-(2-((4-(4-methylpiperazin-1-yl)phenyl)amino)quinazolin-8-yl)phenyl)acrylamide C(#N)C1=C(C=CC=C1C=1C=CC=C2C=NC(=NC12)NC1=CC=C(C=C1)N1CCN(CC1)C)NC(C=C)=O